2,5-difluoro-N-[4-(4,4,5,5-tetramethyl-1,3,2-dioxaborolan-2-yl)phenyl]benzenesulfonamide FC1=C(C=C(C=C1)F)S(=O)(=O)NC1=CC=C(C=C1)B1OC(C(O1)(C)C)(C)C